N,N-bis(cis-4-(sec-butyl)cyclohexyl)-5-nitroisophthalamide C(C)(CC)[C@H]1CC[C@H](CC1)N(C(C1=CC(C(=O)N)=CC(=C1)[N+](=O)[O-])=O)[C@@H]1CC[C@@H](CC1)C(C)CC